1-(3-((1H-pyrrolo[2,3-b]pyridin-4-yl)amino)-4-morpholinophenyl)-3-cyclopentylurea N1C=CC=2C1=NC=CC2NC=2C=C(C=CC2N2CCOCC2)NC(=O)NC2CCCC2